2-bromo-1-((2-(trimethylsilyl)ethoxy)methyl)-1H-imidazole-4-carbaldehyde BrC=1N(C=C(N1)C=O)COCC[Si](C)(C)C